4-oxo-5-(2,2,2-trifluoroethylsulfonyl)-1-[4-(trifluoromethoxy)phenyl]cinnoline-3-carboxylic acid O=C1C(=NN(C2=CC=CC(=C12)S(=O)(=O)CC(F)(F)F)C1=CC=C(C=C1)OC(F)(F)F)C(=O)O